[2H]C(C(F)F)([2H])C=1C(=NC(=NC1OC)N)OC 5-(1,1-dideuterio-2,2-difluoro-ethyl)-4,6-dimethoxy-pyrimidin-2-amine